(2-(4-(4-amino-5-iodo-7H-pyrrolo[2,3-d]pyrimidin-7-yl)cyclohexyl)-1,3-dioxan-5-yl)carbamic acid tert-butyl ester C(C)(C)(C)OC(NC1COC(OC1)C1CCC(CC1)N1C=C(C2=C1N=CN=C2N)I)=O